tert-butyl (1S,5R)-8-benzyl-2-methyl-3,8-diazabicyclo[3.2.1]octane-3-carboxylate C(C1=CC=CC=C1)N1[C@@H]2C(N(C[C@H]1CC2)C(=O)OC(C)(C)C)C